3-(5-mercapto-4-(quinolin-6-yl)-4H-1,2,4-triazol-3-yl)propan-1-ol SC=1N(C(=NN1)CCCO)C=1C=C2C=CC=NC2=CC1